NC=1N=C2N(C=C(C=C2)C2=C(C=C(C(=C2)C)N)F)C1C(=O)[C@H]1[C@H](C1)F (2-amino-6-(4-amino-2-fluoro-5-methylphenyl)imidazo[1,2-a]pyridin-3-yl)((1s,2s)-2-fluorocyclopropyl)methanone